[N+](=O)([O-])C=1C=C(C=CC1NCC1CCOCC1)S(=O)(=O)NC(C1=C(C=CC=C1)N1[C@H]2[C@H](OC3=C1C=C1C(=N3)NC=C1)COC2)=O N-((3-nitro-4-(((tetrahydro-2H-pyran-4-yl)methyl)amino)phenyl)sulfonyl)-2-((5aR,8aS)-5a,6,8,8a-tetrahydrofuro[3,4-b]pyrrolo[3',2':5,6]pyrido[3,2-e][1,4]oxazin-5(1H)-yl)benzamide